1-(3-bromo-2-fluorophenyl)-3-(trifluoromethyl)-1H-pyrazole-5-carboxylic acid BrC=1C(=C(C=CC1)N1N=C(C=C1C(=O)O)C(F)(F)F)F